N-((1s,3s)-3-(6-((4-(4-(2-(2,6-dioxopiperidin-3-yl)-1,3-dioxoisoindolin-4-yl)piperazin-1-yl)benzyl)amino)-9H-purin-9-yl)cyclobutyl)-6-methylpicolinamide O=C1NC(CC[C@@H]1N1C(C2=CC=CC(=C2C1=O)N1CCN(CC1)C1=CC=C(CNC2=C3N=CN(C3=NC=N2)C2CC(C2)NC(C2=NC(=CC=C2)C)=O)C=C1)=O)=O